5,6-dimethyl-[1,2,4]triazolo[4,3-a]pyrimidin-3(2H)-one CC1=C(C=NC=2N1C(NN2)=O)C